4-(2-fluoro-phenyl)-piperazine-1-carboxylic acid (4-benzylcarbamoyl-[1,2,3]thiadiazol-5-yl)-amide C(C1=CC=CC=C1)NC(=O)C=1N=NSC1NC(=O)N1CCN(CC1)C1=C(C=CC=C1)F